6-(4-((2-Methoxybenzamido)methyl)phenyl)-1H-indazole-7-carboxamide COC1=C(C(=O)NCC2=CC=C(C=C2)C2=CC=C3C=NNC3=C2C(=O)N)C=CC=C1